C(C)CC(CC(=O)[O-])=O.[O-]CCC.[O-]CCC.[O-]CCC.[Zr+4] zirconium tri-n-propoxide (ethylacetoacetate)